NC=1CC(=CC2=C(N1)C=C(C=C2)C=2C=NC(=NC2)C(NCCOCCOCCOCCOCCOCCOCCOCCOCCOCCNC(OC(C)(C)C)=O)=O)C(N(CCC)OCC)=O tert-butyl (1-(5-(2-amino-4-(ethoxy(propyl)carbamoyl)-3H-benzo[b]azepin-8-yl)pyrimidin-2-yl)-1-oxo-5,8,11,14,17,20,23,26,29-nonaoxa-2-azahentriacontan-31-yl)carbamate